(4-((3-methyl-5-(2-methyl-1,7-naphthyridin-4-yl)-4,5,6,7-tetrahydro-1H-pyrazolo[4,3-c]pyridin-1-yl)methyl)bicyclo[2.2.2]oct-1-yl)carbamic acid tert-butyl ester C(C)(C)(C)OC(NC12CCC(CC1)(CC2)CN2N=C(C=1CN(CCC12)C1=CC(=NC2=CN=CC=C12)C)C)=O